NC1=NC=CC=C1S(=O)(=O)NC(=O)C=1C(=NC(=CC1)C1=C(C=C(C=C1)F)O)N1C(C[C@@H](C1)C)(C)C N-[(2-Amino-3-pyridyl)sulfonyl]-6-(4-fluoro-2-hydroxyphenyl)-2-[(4S)-2,2,4-trimethylpyrrolidin-1-yl]pyridin-3-carboxamid